trisilyl-chlorosilane [SiH3][Si](Cl)([SiH3])[SiH3]